spiro[chromane-2,4'-piperidine]-6,7-dicarboxylic acid dimethyl ester COC(=O)C=1C=C2CCC3(CCNCC3)OC2=CC1C(=O)OC